C[C@]12CCC3(C[C@@H]1CC[C@@H]4[C@@H]2CC[C@]5([C@H]4CC[C@]5(C)O)C)N=N3 Methyldiazinol